The molecule is an alpha,omega-dicarboxylic acid that is the 1,18-dicarboxy derivative of octadecane. It has a role as a metabolite. It is a conjugate acid of an icosanedioic acid anion. It derives from a hydride of an icosane. C(CCCCCCCCCC(=O)O)CCCCCCCCC(=O)O